S1C=2N(C=C1)N=CC2C(=O)N2CC1(C2)CCC1 2-(pyrazolo[5,1-b]thiazole-7-carbonyl)-2-azaspiro[3.3]heptan